ClC=1C=C(C=C(C1)Cl)C1=C(NC=2C1=NC=CC2)C2=C(C=NC=C2)OCCNC 2-({4-[3-(3,5-dichlorophenyl)-1H-pyrrolo[3,2-b]pyridin-2-yl]pyridin-3-yl}oxy)-N-methylethan-1-amine